S1C2=C(C=C1C(=O)NCC1(CC(C1)O)C(=O)OC)CCCCCC2 Methyl 1-[[(4,5,6,7,8,9-hexahydrocycloocta[b]thiophen-2-ylcarbonyl)amino]methyl]-3-hydroxycyclobutanecarboxylate